COC(C(C1=C(C=CC=C1)C)=O)=O 2-oxo-2-(o-tolyl)acetic acid methyl ester